(3S)-4-[2-[4-[[4-[2-(2,6-dioxo-3-piperidinyl)-1-oxo-isoindolin-5-yl]piperazin-1-yl]methyl]-1-piperidinyl]ethyl]-3-methyl-piperazine-1-carboxylic acid benzyl ester C(C1=CC=CC=C1)OC(=O)N1C[C@@H](N(CC1)CCN1CCC(CC1)CN1CCN(CC1)C=1C=C2CN(C(C2=CC1)=O)C1C(NC(CC1)=O)=O)C